bis(methylbenzene) nickel [Ni].CC1=CC=CC=C1.CC1=CC=CC=C1